BrC1=NNC(=N1)C(CCCO)OC1=CC(=CC(=C1)F)F 4-(3-bromo-1H-1,2,4-triazol-5-yl)-4-(3,5-difluorophenoxy)butan-1-ol